(R)-N-(4'-((2-(1,1-difluoroethyl)-6-methylpyrimidin-4-yl)amino)-5-(4-methylmorpholin-2-yl)-[2,3'-bipyridin]-6'-yl)acetamide FC(C)(F)C1=NC(=CC(=N1)NC1=C(C=NC(=C1)NC(C)=O)C1=NC=C(C=C1)[C@@H]1CN(CCO1)C)C